3-butylquinoline-2-amine C(CCC)C=1C(=NC2=CC=CC=C2C1)N